ClC1=C(C(=O)NC2=C(C=C(C(=O)O)C=C2)F)C=C(C=C1)Cl 4-(2,5-Dichlorobenzoylamino)-3-fluorobenzoic acid